COC(C=C)=O.C1(=CC=CC2=CC=CC=C12)[C@@H](C)NC(=O)C=1C=C(C=CC1)N1CCN(CC1)CCC(=O)OC Methyl 3-[4-[3-[[(1R)-1-(1-naphthyl)ethyl]carbamoyl]phenyl]piperazin-1-yl]propanoate Methyl-acrylate